(2S,4R)-5-(but-3-en-1-yl)-4-((tert-butyldimethylsilyl)oxy)-5-hydroxypyrrolidine-1,2-dicarboxylic acid 1-(tert-butyl) 2-methyl ester COC(=O)[C@H]1N(C([C@@H](C1)O[Si](C)(C)C(C)(C)C)(O)CCC=C)C(=O)OC(C)(C)C